8-((1R,2R)-2-Hydroxy-2-methylcyclopentyl)-7-oxo-7,8-dihydropyrido[2,3-d]pyrimidine O[C@]1([C@@H](CCC1)N1C(C=CC2=C1N=CN=C2)=O)C